C(C1=CC=CC=C1)(C1=CC=CC=C1)N1CC(C1)(CCO)NC(OC(C)(C)C)=O tert-Butyl N-[1-benzhydryl-3-(2-hydroxyethyl)azetidin-3-yl]carbamate